(3-Chloro-4-fluorophenyl)-1-(6-methoxypyridin-3-yl)-1-((6-methyl-1,4,5,6-tetrahydrocyclopenta[c]pyrazol-3-yl)methyl)urea ClC=1C=C(C=CC1F)NC(N(CC=1C2=C(NN1)C(CC2)C)C=2C=NC(=CC2)OC)=O